C(C)(C)(C)OC(=O)N1CC(C1)C1=CC=C(C=C1)C1(CC1)C=1N=NNN1 3-[4-[1-(2H-tetrazol-5-yl)cyclopropyl]phenyl]azetidine-1-carboxylic acid tert-butyl ester